C(C)C=1N=C(SC1C(=O)O)C 4-ethyl-2-methylthiazole-5-carboxylic acid